ClC=1C=2N(C(=NN1)N[C@H]1CCCN3CCC[C@H]13)N=CC2 4-chloro-N-((8S,8aR)-octahydroindolizin-8-yl)pyrazolo[1,5-d][1,2,4]triazin-7-amine